CC1=NOC(=C1COC=1C=C(C(=O)N(N)C(=O)C2=CC3=CC=CC=C3C=C2)C=CC1)C N-(3-((3,5-dimethylisoxazol-4-yl)methoxy)benzoyl)-2-naphthohydrazide